[N+](=O)([O-])C1=C(C(=O)[O-])C=CC(=C1)[N+](=O)[O-].[Li+] lithium 2,4-dinitrobenzoate